Cyclopentanyl methacrylate C(C(=C)C)(=O)OC1CCCC1